N(N)C1=NC=C(C=C1F)F hydrazino-3,5-difluoropyridine